C=1NCC=C2C=C(C=CC12)C(=O)N isoquinoline-6(3H)-carboxamide